4-oxo-4-[2'-(quinolin-3-yl)-5',6'-dihydrospiro[azetidine-3,4'-pyrrolo[1,2-b]pyrazol]-1-yl]butanamide O=C(CCC(=O)N)N1CC2(CCN3N=C(C=C32)C=3C=NC2=CC=CC=C2C3)C1